2-(2-benzyloxy-4-bromo-5-fluoro-phenyl)propan-2-ol C(C1=CC=CC=C1)OC1=C(C=C(C(=C1)Br)F)C(C)(C)O